C=1(C(=CC=CC1)C1=CC=CC=C1CC(S(=O)(=O)[O-])C[C@@H](CNC(=O)OCC1=CC=CC=C1)F)C(F)(F)F.[Cu+].COC1=C(C=C2C=NC=NC2=C1)OCCCN1C[C@@H]2OCCO[C@@H]2C1 7-methoxy-6-{3-[(1r,6s)-2,5-dioxa-8-azabicyclo[4.3.0]nonan-8-yl]propoxy}quinazoline copper (I) benzotrifluoridebenzyl-[(2S)-3-(benzyloxycarbonylamino)-2-fluoro-propyl]methanesulfonate